CC([O-])C.[Co+2].CC([O-])C Cobalt (II) isopropoxid